trimellityl chloride C(C=1C(C(=O)Cl)=CC(C(=O)Cl)=CC1)(=O)Cl